quinazoline-2-carboxamide N1=C(N=CC2=CC=CC=C12)C(=O)N